9-ethyl-9H-carbazole-3,6-dicarboxaldehyde C(C)N1C2=CC=C(C=C2C=2C=C(C=CC12)C=O)C=O